C(CCCCCCCCCCCCCCC(C)C)(=O)OC(CC)OC(CCCCCCCCCCCCCCC(C)C)=O Propanediol Diisostearate